C(CC)(=O)N1C=CC2=CC(=CC=C12)C=1OC=C(N1)C(=O)O 2-(1-propionylindol-5-yl)oxazole-4-carboxylic acid